(2S,3S,4S)-4-fluoro-3-methoxy-1-((4-phenoxybutyryl)glycyl)pyrrolidine-2-carboxylic acid F[C@@H]1[C@H]([C@H](N(C1)C(CNC(CCCOC1=CC=CC=C1)=O)=O)C(=O)O)OC